CC(C)[C@@H](C)CC[C@@H](C)[C@H]1CC[C@H]2C3=CCC4CCCC[C@]4(C)[C@H]3CC[C@]12C ergosta-7-en